FC1=C(C=C(C=C1)C(=O)N1CC2(C1)C=C(C(C(C2)(C)C)=O)C#N)OC 2-(4-fluoro-3-methoxybenzene-1-carbonyl)-8,8-dimethyl-7-oxo-2-azaspiro[3.5]non-5-ene-6-carbonitrile